CN(S(=O)(=O)NC(=O)C1=C(C=C(C(=O)O)C=C1)N1[C@@H](CCC1)C)C (R)-4-((N,N-dimethylsulfamoyl)carbamoyl)-3-(2-methylpyrrolidin-1-yl)benzoic acid